tert-butyl (2R)-2-[6-(2,5-dichloropyrimidin-4-yl)-1-oxo-2,3-dihydro-1H-isoindol-2-yl]propanoate ClC1=NC=C(C(=N1)C1=CC=C2CN(C(C2=C1)=O)[C@@H](C(=O)OC(C)(C)C)C)Cl